FC(C)(F)C1=NN(C(=C1C)C(=O)N)CC1(CC1)OC 3-(1,1-difluoroethyl)-1-((1-methoxycyclopropyl)methyl)-4-methyl-1H-pyrazole-5-carboxamide